tert-Butyl 2-phenyl-4-(5-(5-(thiophen-2-yl)isoxazole-3-carboxamido)pentyl)piperazine-1-carboxylate C1(=CC=CC=C1)C1N(CCN(C1)CCCCCNC(=O)C1=NOC(=C1)C=1SC=CC1)C(=O)OC(C)(C)C